(S)-2-(N-[4-Amino-5-(4-methoxybenzoyl)thiazol-2-yl]-4-fluoroanilino)propanamid NC=1N=C(SC1C(C1=CC=C(C=C1)OC)=O)N(C1=CC=C(C=C1)F)[C@H](C(=O)N)C